2,4-dibromobenzenesulfonyl chloride BrC1=C(C=CC(=C1)Br)S(=O)(=O)Cl